C(C=C)OC1C2C3C=CCC3C(C1)C2 5-(allyloxy)-3a,4,5,6,7,7a-hexahydro-1H-4,7-methanoindene